C[C@@H]1CN(CC1)CCC=O 3-((S)-3-methylpyrrolidin-1-yl)propan-1-one